methyl 2-((2-(((tert-butoxycarbonyl) (2-(6-methoxy-3-nitropyridin-2-yl) ethyl)-amino) methyl)-4-chlorophenyl) amino)-5-fluoro-4-(trifluoromethyl)-benzoate C(C)(C)(C)OC(=O)N(CCC1=NC(=CC=C1[N+](=O)[O-])OC)CC1=C(C=CC(=C1)Cl)NC1=C(C(=O)OC)C=C(C(=C1)C(F)(F)F)F